2-((3r,4s,5s)-4-hydroxy-3,4,5-trimethylpiperidin-1-yl)-N-(2-sulfamoylpyridin-4-yl)-5-(trifluoromethyl)nicotinamide OC1([C@@H](CN(C[C@@H]1C)C1=C(C(=O)NC2=CC(=NC=C2)S(N)(=O)=O)C=C(C=N1)C(F)(F)F)C)C